2-[4-Tert-butyl-2-(4-fluoro-2-methoxy-phenoxy)-6-methyl-phenyl]-6-(2-hydroxyethyl)-1H-pyridin-4-one C(C)(C)(C)C1=CC(=C(C(=C1)C)C=1NC(=CC(C1)=O)CCO)OC1=C(C=C(C=C1)F)OC